3-dimethylcarbamoyl-3-methyl-piperidine-1-carboxylic acid tert-butyl ester C(C)(C)(C)OC(=O)N1CC(CCC1)(C)C(N(C)C)=O